5-chloro-N4-(3-methoxyphenyl)-N2-phenylpyrimidine-2,4-diamine ClC=1C(=NC(=NC1)NC1=CC=CC=C1)NC1=CC(=CC=C1)OC